tert-butyl (4-((4-amino-2-butyl-1H-imidazo[4,5-c]quinolin-1-yl)methyl)benzyl)carbamate NC1=NC=2C=CC=CC2C2=C1N=C(N2CC2=CC=C(CNC(OC(C)(C)C)=O)C=C2)CCCC